3-(4-((1-methylethyl)sulfonamido)phenyl)-5-(pyrazin-2-ylamino)-1H-pyrazole CC(C)S(=O)(=O)NC1=CC=C(C=C1)C1=NNC(=C1)NC1=NC=CN=C1